COC(=O)C1=CC(=NC2=C(C=CC(=C12)OCC1=CC(=CC=C1)S(=O)(=O)C)CC)C=1OC2=C(C1C)C=CC=C2 8-Ethyl-5-[(3-methanesulfonylphenyl)methoxy]-2-(3-methyl-1-benzofuran-2-yl)quinoline-4-carboxylic acid methyl ester